1-methylimidazole tetrafluoroborate salt F[B-](F)(F)F.CN1C=NC=C1